O[N]ON1C(CCCC1(C)C)(C)C hydroxy-2,2,6,6-tetramethylpiperidinyloxynitrogen